NC=1C=C2C(=NN=C(C2=CC1)N1C[C@@H](CC1)NC1=NC=C(C=N1)C#N)N1CC(C1)C#N (R)-2-((1-(6-amino-4-(3-cyanoazetidin-1-yl)phthalazin-1-yl)pyrrolidin-3-yl)amino)pyrimidine-5-carbonitrile